C1(CCCCC1)C=1N=C(C2=C(N1)C1=C(O2)C=CC=C1)N1[C@@H](CCC1)C(=O)O (2-cyclohexylbenzofuro[3,2-d]pyrimidin-4-yl)-L-proline